(3-(2-(4-chloro-3-fluorobenzamido)acetyl)bicyclo[1.1.1]pent-1-yl)carbamic acid benzyl ester C(C1=CC=CC=C1)OC(NC12CC(C1)(C2)C(CNC(C2=CC(=C(C=C2)Cl)F)=O)=O)=O